C1(=CC(=CC=C1)C[C@@H]1N(CCC[C@@H]1NS(=O)(=O)C)C(=O)OC1CCC1)C1=CC=CC=C1 cyclobutyl cis-2-(biphenyl-3-ylmethyl)-3-((methylsulfonyl)amino)piperidine-1-carboxylate